C(#N)C=1C=C(OC=2C=CC(=C3[C@@H](C(CC23)(F)F)O)S(=NC#N)(=O)C(F)F)C=C(C1)F N-(((S)-7-(3-cyano-5-fluorophenoxy)-2,2-difluoro-3-hydroxy-2,3-dihydro-1H-inden-4-yl)(difluoromethyl)(oxo)-λ6-sulfanylidene)cyanamide